ClC=1C(=CC(=NC1)NC1=CC=NN1C)C=1C=C2N(C[C@@H](N(C2=O)CC=2C=NC=CC2CO)COC)C1 (R)-7-(5-chloro-2-((1-methyl-1h-pyrazole-5-yl)amino)pyridine-4-yl)-2-((4-(hydroxymethyl)pyridin-3-yl)methyl)-3-(methoxymethyl)-3,4-dihydropyrrolo[1,2-a]pyrazine-1(2H)-one